Cl.NC=1C(=NC(=CN1)C=1C=NN(C1)C1CCNCC1)C(=O)N(C)[C@@H](C(=O)NC1=CC=C(C=C1)F)C1=CC=CC=C1 (R)-3-amino-N-(2-((4-fluorophenyl)amino)-2-oxo-1-phenylethyl)-N-methyl-6-(1-(piperidin-4-yl)-1H-pyrazol-4-yl)pyrazine-2-carboxamide hydrochloride